C1(=CC=CC=C1)C(=[Hf](C1C2=CC(=CC=C2C=2C=CC(=CC12)C(C)(C)C)C(C)(C)C)C1C=CC=C1)C1CCCC1 (Phenyl)(cyclopentyl)methylene(cyclopentadienyl)(2,7-di-tert-butylfluoren-9-yl)hafnium